C(CCCCCCCCCCCCCC)S 1-pentadecanethiol